methyl 2-(chloromethyl)imidazo[1,2-b]pyridazine-8-carboxylate ClCC=1N=C2N(N=CC=C2C(=O)OC)C1